(±)-trans-tert-butyl-3-hydroxy-4-(3-(trifluoromethyl)phenoxy)piperidine-1-carboxylate C(C)(C)(C)OC(=O)N1C[C@H]([C@@H](CC1)OC1=CC(=CC=C1)C(F)(F)F)O |r|